FC(CN1N=C(C=2C1=NC(=CN2)N2CC1(CN(C1)C1=CC(=NC=C1)C(F)(F)F)CC2=O)C)F 6-(1-(2,2-difluoroethyl)-3-methyl-1H-pyrazolo[3,4-b]pyrazin-6-yl)-2-(2-(trifluoromethyl)pyridin-4-yl)-2,6-diazaspiro[3.4]octan-7-one